COC=1C=C(C=CC1)C1CC(CC(C1)=O)=O 5-(3-methoxyphenyl)-1,3-cyclohexanedione